5-chloro-3-(3-methoxy-4-((4-methoxybenzyl)oxy)phenoxy)pyridin-2-amine ClC=1C=C(C(=NC1)N)OC1=CC(=C(C=C1)OCC1=CC=C(C=C1)OC)OC